7-((4-(2-fluoro-6-(methylcarbamoyl)pyridin-3-yl)piperazin-1-yl)methyl)-2-chloropyrazolo[1,5-a]quinoxalin-4(5H)-one FC1=NC(=CC=C1N1CCN(CC1)CC=1C=C2NC(C=3N(C2=CC1)N=C(C3)Cl)=O)C(NC)=O